ClC1=C(C=CC=C1[N+](=O)[O-])[N+](=O)[O-] 2-chloro-1,3-dinitrobenzene